COC(=O)C1=CC=2C3=C(NC2C=C1)N=CS3 [1,3]Thiazolo[4,5-b]Indole-7-carboxylic acid methyl ester